pentaerythritol bis[(2,4-di-tert-butylphenyl) phosphite] C(C)(C)(C)C1=C(C=CC(=C1)C(C)(C)C)P(O)(O)OCC(COP(O)(O)C1=C(C=C(C=C1)C(C)(C)C)C(C)(C)C)(CO)CO